potassium methionine salt N[C@@H](CCSC)C(=O)[O-].[K+]